(S)-N-(2,5-di(piperidin-1-yl)thiazolo[4,5-b]pyridin-6-yl)-6-(3-hydroxypyrrolidin-1-yl)picolinamide N1(CCCCC1)C=1SC=2C(=NC(=C(C2)NC(C2=NC(=CC=C2)N2C[C@H](CC2)O)=O)N2CCCCC2)N1